BrC=1C=C2C(=CN(C2=CC1)S(=O)(=O)C1=CC=CC=C1)NC(=O)C1CCC1 N-(5-bromo-1-(phenylsulfonyl)-1H-indol-3-yl)cyclobutanecarboxamide